(S)-1-(3-(benzothien-3-yl)-2-(dimethylamino)propyl)-3-(4-hydroxybenzyl)urea S1C=C(C2=C1C=CC=C2)C[C@@H](CNC(=O)NCC2=CC=C(C=C2)O)N(C)C